2,3,4-trifluorophenyl isothiocyanate FC1=C(C=CC(=C1F)F)N=C=S